CN1N=CC2=CC(=CC=C12)CNC(=O)[C@H]1NC[C@@H](C1)CC1=CC=C(C=C1)C (2S,4R)-N-((1-methyl-1H-indazol-5-yl)methyl)-4-(4-methylbenzyl)pyrrolidine-2-carboxamide